CC(C(=O)N1CC2=CN=C(C=C2CC1)OCC1=C(N=NN1C=1C=NC(=CC1)C)C)(C)C 2,2-dimethyl-1-(6-{[4-methyl-1-(6-methylpyridin-3-yl)-1H-1,2,3-triazol-5-yl]methoxy}-1,2,3,4-tetrahydro-2,7-naphthyridin-2-yl)propan-1-one